(R)-2-chloro-4-(1-cyclopropylsulfonyl-3-piperidylamino)-5-(4-fluorobenzoyl)-7-(trimethylsilylethoxymethyl)-7H-pyrrolo[2,3-d]pyrimidine ClC=1N=C(C2=C(N1)N(C=C2C(C2=CC=C(C=C2)F)=O)COCC[Si](C)(C)C)N[C@H]2CN(CCC2)S(=O)(=O)C2CC2